N,N-dimethyl-(2,4,6-trimethylphenylammonium) tetra-(2,3,4,6-tetrafluorophenyl)borate FC1=C(C(=CC(=C1F)F)F)[B-](C1=C(C(=C(C=C1F)F)F)F)(C1=C(C(=C(C=C1F)F)F)F)C1=C(C(=C(C=C1F)F)F)F.C[NH+](C)C1=C(C=C(C=C1C)C)C